4-[(tert-butoxycarbonyl)amino]-2-phenylbutanoic acid C(C)(C)(C)OC(=O)NCCC(C(=O)O)C1=CC=CC=C1